OC(CNC(=O)C1=NC(=CC=C1)C)C N-(2-hydroxypropyl)-6-methylpyridinecarboxamide